1-(5-tert-butylisoxazol-3-yl)-3-(2,6-difluoro-4-(4-(4-(2-morpholinoethoxy)phenyl)-1H-1,2,3-triazol-1-yl)phenyl)urea C(C)(C)(C)C1=CC(=NO1)NC(=O)NC1=C(C=C(C=C1F)N1N=NC(=C1)C1=CC=C(C=C1)OCCN1CCOCC1)F